C(CCCCCCCCCCCCCCCCCCCCCCCCCCCCC)OC(CCCCCCCCCCCCCCC)=O.COC=1C=C(C=CC1[N+](=O)[O-])C(=O)N1CC(CCC1)CC#C (3-methoxy-4-nitrophenyl)(3-(prop-2-yn-1-yl)piperidin-1-yl)methanone Triacontanyl-palmitate